ClC=1C=2CCCC2C(=C2CCCC12)NC(=O)NS(=O)(=O)C=1OC(=C(C1)C)CN(C)CC1(CCC1)O N-((8-chloro-1,2,3,5,6,7-hexahydro-s-indacen-4-yl)carbamoyl)-5-((((1-hydroxycyclobutyl)methyl)(methyl)amino)methyl)-4-methylfuran-2-sulfonamide